BrCC=1C=C(C(=C2C=CNC12)C=1N(N=C2C1CN(CC2)C2=NC=C(C=N2)C(F)(F)F)C2=C(C=CC=C2CC)CC)F 3-(7-(bromomethyl)-5-fluoro-1H-indol-4-yl)-2-(2,6-diethylphenyl)-5-(5-(trifluoromethyl)pyrimidin-2-yl)-4,5,6,7-tetrahydro-2H-pyrazolo[4,3-c]Pyridine